COC(C1=C(C=CC(=C1)Cl)OC(F)(F)F)=O.COC1=C(C(=O)NC=2OC(=NN2)C=2SC=CC2)C=CC(=C1)OCC=1N=NN(N1)CC=1OC(OC1C)=O 2-methoxy-4-((2-((5-methyl-2-oxo-1,3-dioxol-4-yl)methyl)-2H-tetrazol-5-yl)methoxy)-N-(5-(thiophen-2-yl)-1,3,4-oxadiazol-2-yl)benzamide methyl-5-chloro-2-(trifluoromethoxy)benzoate